(2S,4S)-1-((S)-2-amino-3,3-dimethyl-butyryl)-4-hydroxy-pyrrolidine-2-carboxylic acid 4-(4-methyl-thiazol-5-yl)-benzyl-amide CC=1N=CSC1C1=CC=C(CNC(=O)[C@H]2N(C[C@H](C2)O)C([C@H](C(C)(C)C)N)=O)C=C1